ClCC(CC(=O)N[C@@H]1CC(CN(C1)C(=O)OC(C)(C)C)(F)F)C tert-butyl (5R)-5-(4-chloro-3-methylbutanamido)-3,3-difluoropiperidine-1-carboxylate